C=1N=CN2C1C1=CC=CC=C1[C@H]2[C@H]2COCC[C@@]2(O)C (3S,4S)-3-((R)-5H-Imidazo[5,1-a]isoindol-5-yl)-4-methyltetrahydro-2H-pyran-4-ol